2-(4-((dimethylamino)methyl)-2-fluoro-6-methoxyphenyl)pyrimidin-4-amine CN(C)CC1=CC(=C(C(=C1)OC)C1=NC=CC(=N1)N)F